NC1=NC(=C(C(=N1)C)CC=1C=C(C(=O)NCCCP(O)(O)=O)C=CC1OC)N[C@H](CCSC)CCCC (S)-(3-(3-((2-amino-4-methyl-6-((1-(methylthio)heptan-3-yl)amino)pyrimidin-5-yl)methyl)-4-methoxybenzamido)propyl)phosphonic acid